N[C@@H](COC1=NC(=NC(=C1)C1=C(C=CC=C1C)C)NS(=O)(=O)C=1C=C(C(=O)O)C=CC1)C[C@H]1OCCCC1 3-[[4-[(2R)-2-Amino-3-[(2S)-tetrahydropyran-2-yl]propoxy]-6-(2,6-dimethylphenyl)pyrimidin-2-yl]sulfamoyl]benzoic acid